ClC1=CC=C(C=C1)[C@@H](C)OC(=O)NC=1C(=NOC1C1=C(C=C(C=C1)C12COC(CC1)(CC2)CC(=O)O)F)C |r| (±)-2-(4-(4-(4-(((1-(4-chlorophenyl)ethoxy)carbonyl)amino)-3-methyl-isoxazol-5-yl)-3-fluorophenyl)-2-oxabicyclo[2.2.2]octan-1-yl)acetic acid